C(C)(=O)C=1C(OC2=C(C1N1CCOCC1)C=CC(=C2)NC2=NC=C(C(=N2)C2=C(C=C(C=C2)F)OC)F)=O 3-acetyl-7-{[5-fluoro-4-(4-fluoro-2-methoxyphenyl)pyrimidin-2-yl]amino}-4-morpholino-2H-benzopyran-2-one